BrC1=C(C=CC=C1)C(CC(=O)N(CC=1OC=CC1C)C)N1C(=NC2=C1C=CC=C2)C2=CC=NC=C2 3-(2-bromophenyl)-N-methyl-N-((3-methylfuran-2-yl)methyl)-3-(2-(pyridin-4-yl)-1H-benzo[d]imidazol-1-yl)propionamide